N-[(4,5-difluoro-1-{[2-(trimethylsilyl)ethoxy]methyl}-1H-benzimidazol-2-yl)methyl]-2-(morpholin-4-yl)-8-(trifluoromethyl)pyrazolo[1,5-a][1,3,5]triazin-4-amine FC1=C(C=CC=2N(C(=NC21)CNC2=NC(=NC=1N2N=CC1C(F)(F)F)N1CCOCC1)COCC[Si](C)(C)C)F